C(CCCCCCCCCCCCCCCCCCC)(=O)OCCCCCCC heptyl arachidate